BrC=1SC2=C(C1)C=CC(=C2)CBr 2-bromo-6-(bromomethyl)-1-benzothiophene